3,4,5,6-tetrachloro-N-[2-(4,5,6,7-tetrachloro-2,3-dihydro-1,3-dioxo-1H-inden-2-yl)-8-quinolinyl]phthalimide ClC1=C2C(C(=O)N(C2=O)C=2C=CC=C3C=CC(=NC23)C2C(C3=C(C(=C(C(=C3C2=O)Cl)Cl)Cl)Cl)=O)=C(C(=C1Cl)Cl)Cl